C[C@H]1CC[C@@H](N(C1)C(C(=O)N)=O)C=1C=CC2=C(N=C(S2)C2CC(N(CC2)C)(C)C)C1 2-((2R,5S)-5-methyl-2-(2-(1,2,2-trimethylpiperidin-4-yl)benzo[d]thiazol-5-yl)piperidin-1-yl)-2-oxoacetamide